(5-phenyl-4-(phenylseleno)-2,5-dihydrofuran-3-yl) methylbutyrate CC(C(=O)OC=1COC(C1[Se]C1=CC=CC=C1)C1=CC=CC=C1)CC